2-(4-(1H-imidazol-1-yl)piperidin-1-yl)-4-ethyl-6-mercaptopyridine-3,5-dicarbonitrile N1(C=NC=C1)C1CCN(CC1)C1=NC(=C(C(=C1C#N)CC)C#N)S